(R)-2-methyl-N-((S)-1-(3-(((R)-tetrahydrofuran-3-yl)oxy)phenyl)ethyl)propane-2-sulfinamide CC(C)(C)[S@@](=O)N[C@@H](C)C1=CC(=CC=C1)O[C@H]1COCC1